C(CCN=C=O)N=C=O 1,3-propylene diisocyanate